OC1CN(C2=CC(C(C=C12)=O)=O)C 3-hydroxy-1-methyl-5,6-indolinedione